2,2-bis(3,4-anhydrodicarboxyphenyl)hexafluoropropane C1=CC2=C(C=C1C(C3=CC4=C(C=C3)C(=O)OC4=O)(C(F)(F)F)C(F)(F)F)C(=O)OC2=O